7-(1-bromoethyl)-3-ethyl-1,6-naphthyridin-2(1H)-one BrC(C)C1=NC=C2C=C(C(NC2=C1)=O)CC